1-(2-Chloropyridin-4-yl)-1H-pyrazol-3-ol ClC1=NC=CC(=C1)N1N=C(C=C1)O